OC=1C=C(C=CC1)/C=C/C(=O)C1=CC=C(C=C1)OCCC (E)-3-(3-Hydroxyphenyl)-1-(4-propoxyphenyl)prop-2-en-1-one